3-benzyl-1-(trans-4-((5-cyano-4-(5-cyano-2-thienyl)pyrimidin-2-yl)amino)cyclohexyl)-1-(4-(1-methyl-2-oxo-1,2-dihydropyridin-4-yl)phenyl)urea C(C1=CC=CC=C1)NC(N(C1=CC=C(C=C1)C1=CC(N(C=C1)C)=O)[C@@H]1CC[C@H](CC1)NC1=NC=C(C(=N1)C=1SC(=CC1)C#N)C#N)=O